3-(3-(2-(2-(5-((4,6-difluoro-1H-indol-5-yl)oxy)-2-fluorophenyl)-1H-imidazol-5-yl)-1,3-dioxolan-2-yl)phenyl)propanoic acid FC1=C2C=CNC2=CC(=C1OC=1C=CC(=C(C1)C=1NC(=CN1)C1(OCCO1)C=1C=C(C=CC1)CCC(=O)O)F)F